3-(3-bromopropyloxy)-7-methoxy-2-(4-methoxyphenyl)-4H-chromen-4-one BrCCCOC1=C(OC2=CC(=CC=C2C1=O)OC)C1=CC=C(C=C1)OC